(S)-6-(benzyloxy)-5-(6-(3-(hydroxymethyl)piperazin-1-yl)-1-methyl-1H-indazol-3-yl)pyridin-2-ol C(C1=CC=CC=C1)OC1=C(C=CC(=N1)O)C1=NN(C2=CC(=CC=C12)N1C[C@H](NCC1)CO)C